ClC=1C=NC(=C(C(=O)NC2CCC(CC2)CN2C(N(C3=NC=CC=C32)C3=C(C=CC(=C3)OC)F)=O)C1)C(F)F 5-chloro-2-(difluoromethyl)-N-((1r,4r)-4-((3-(2-fluoro-5-methoxyphenyl)-2-oxo-2,3-dihydro-1H-imidazo[4,5-b]pyridin-1-yl)methyl)cyclohexyl)nicotinamide